(S)-1-(2-((S)-3-(isoquinolin-5-yloxy)pyrrolidin-1-yl)acetyl)pyrrolidine-2-carbonitrile C1=NC=CC2=C(C=CC=C12)O[C@@H]1CN(CC1)CC(=O)N1[C@@H](CCC1)C#N